2'-iodo-1,1':4',1''-terphenyl IC1=C(C=CC(=C1)C1=CC=CC=C1)C1=CC=CC=C1